1-(4-(6-chloro-4-methoxypyridin-3-yl)-1H-pyrazol-1-yl)-N-methylpropan-2-amine ClC1=CC(=C(C=N1)C=1C=NN(C1)CC(C)NC)OC